(S)-1-amino-3-(4-((3,5-dichloro-4-((R)-3-chloro-2-hydroxypropoxy)phenyl)sulfonyl)phenoxy)propan-2-ol NC[C@@H](COC1=CC=C(C=C1)S(=O)(=O)C1=CC(=C(C(=C1)Cl)OC[C@H](CCl)O)Cl)O